CC1=CC=C(C=C1)S(=O)(=O)OC[C@@H](COCOCC[Si](C)(C)C)OC1=C(C=C(C=C1Cl)B1OC(C(O1)(C)C)(C)C)Cl (R)-2-(2,6-dichloro-4-(4,4,5,5-tetramethyl-1,3,2-dioxaborolan-2-yl)phenoxy)-3-((2-(trimethylsilyl)ethoxy)methoxy)propyl 4-methylbenzenesulfonate